2-{3-[(3S)-3-cyclopropylpiperazin-1-yl]-1,2,4-triazin-6-yl}-5-(3-methyl-3H-[1,2,3]triazolo[4,5-b]pyridin-5-yl)phenol C1(CC1)[C@H]1CN(CCN1)C=1N=NC(=CN1)C1=C(C=C(C=C1)C1=CC=C2C(=N1)N(N=N2)C)O